FC1=C(C=CC(=C1F)OC)C1=CN=C2N1C=CN=C2NC2=CC(=C(C=C2)NC(CCNC(OC(C)(C)C)=O)=O)CC tert-butyl (3-((4-((3-(2,3-difluoro-4-methoxyphenyl)imidazo[1,2-a]pyrazin-8-yl)amino)-2-ethylphenyl)amino)-3-oxopropyl)carbamate